[N+](=O)([O-])C(COC(C(=C)C)=O)(C)C.C1(CC1)C1=NC(=CC(=C1)B1OC(C(O1)(C)C)(C)C)C(F)(F)F 2-cyclopropyl-4-(4,4,5,5-tetramethyl-1,3,2-dioxaborolan-2-yl)-6-(trifluoromethyl)pyridine 2-nitro-2-methylpropylmethacrylate